ClC=1C=CC2=C(N=C(O2)C2CC3(CC(C3)NC(=O)C=3OC(=CC3)S(NC)(=O)=O)C2)C1 N-[6-(5-chloro-1,3-benzoxazol-2-yl)spiro[3.3]heptan-2-yl]-5-(methylsulfamoyl)furan-2-carboxamide